OC1=C(C=C(C(=O)[O-])C=C1O)C(=O)[O-].[Na+].[Na+] disodium 4,5-dihydroxy-isophthalate